OCC=1C(=NC(NC1)=O)N 5-(hydroxymethyl)cytosine